C(C)(C)(C)OC(=O)N1CC2CC2(CC1)C1=NC=C(C=N1)Cl 6-(5-chloropyrimidin-2-yl)-3-azabicyclo[4.1.0]Heptane-3-carboxylic acid tert-butyl ester